1-(2-(triethylsilyl)-1H-indol-3-yl)propan C(C)[Si](C=1NC2=CC=CC=C2C1CCC)(CC)CC